5-hydroxy-2-(4-hydroxyphenyl)-7-[3,4,5-trihydroxy-6-(hydroxymethyl)oxan-2-yl]oxy-2,3-dihydrochromen-4-one OC1=C2C(CC(OC2=CC(=C1)OC1OC(C(C(C1O)O)O)CO)C1=CC=C(C=C1)O)=O